phenylnonynediol C1(=CC=CC=C1)C(C#CCCCCCC)(O)O